COCCN(CC[C@@H](C(=O)OCC1=CC=CC=C1)NC1=NC=NC2=CC=CC=C12)CCCCC1=NC=2NCCCC2C=C1 benzyl (S)-4-((2-methoxyethyl)(4-(5,6,7,8-tetrahydro-1,8-naphthyridin-2-yl)butyl)amino)-2-(quinazolin-4-ylamino)butanoate